(R)-2-(5-(4-((1-(3-(1,1-difluoro-2-hydroxyethyl)-2-fluorophenyl)ethyl)amino)-2-methylquinazolin-6-yl)-2-methoxyphenyl)-N,N-dimethylacetamide formate salt C(=O)O.FC(CO)(F)C=1C(=C(C=CC1)[C@@H](C)NC1=NC(=NC2=CC=C(C=C12)C=1C=CC(=C(C1)CC(=O)N(C)C)OC)C)F